C1OCCC12CCCCC2 2-oxa-spiro[4.5]decane